6-[(2R,4S)-4-fluoro-2-[5-fluoro-2-(methylthio)phenyl]pyrrolidin-1-yl]imidazo[1,2-b]pyridazine-3-carboxylic acid F[C@H]1C[C@@H](N(C1)C=1C=CC=2N(N1)C(=CN2)C(=O)O)C2=C(C=CC(=C2)F)SC